(R)-2-((1-(2-aminopyridin-3-yl)ethyl)amino)ethan-1-ol NC1=NC=CC=C1[C@@H](C)NCCO